N-(5-((2-(2-amino-2-oxoethyl)phenyl)carbamoyl)-2-(piperidin-1-yl)phenyl)-1-(2,2,2-trifluoroethyl)-1H-indazole-3-carboxamide NC(CC1=C(C=CC=C1)NC(=O)C=1C=CC(=C(C1)NC(=O)C1=NN(C2=CC=CC=C12)CC(F)(F)F)N1CCCCC1)=O